The molecule is a hydroxyimidazole that is 5-hydroxyimidazole in which the hydrogen at position 4 is replaced by an aminocarbonyl group. It has a role as an antineoplastic agent. It is a monocarboxylic acid amide and a hydroxyimidazole. C1=NC(=C(N1)C(=O)N)O